Cl.NC/C(/CN1N=CN(C1=O)CC=1SC(=CC1)\C=C\C1=CSC=C1)=C\F 2-[(E)-2-(aminomethyl)-3-fluoro-allyl]-4-[[5-[(E)-2-(3-thienyl)vinyl]-2-thienyl]methyl]-1,2,4-triazol-3-one hydrochloride